6-{6-[2-(tertbutyldimethylsilyl)ethynyl]-4-methylpyridin-3-yl}-5-{3-fluoro-4-[(4-methylpyrimidin-2-yl)oxy]phenyl}furo[2,3-d]pyrimidin-4-amine C(C)(C)(C)[Si](C#CC1=CC(=C(C=N1)C1=C(C2=C(N=CN=C2N)O1)C1=CC(=C(C=C1)OC1=NC=CC(=N1)C)F)C)(C)C